N-[5-ethylsulfanyl-6-[3-methyl-6-(trifluoromethyl)imidazo[4,5-c]pyridin-2-yl]-3-pyridinyl]-N-isopropyl-acetamide C(C)SC=1C=C(C=NC1C1=NC2=C(C=NC(=C2)C(F)(F)F)N1C)N(C(C)=O)C(C)C